C1(CCC1)CN[C@H]1CN(CCC1)C1=CC=C(N=N1)CN1N=NC(=C1)C=1NC(C2=CC=CC=C2C1)=O 3-[1-[[6-[(3R)-3-(cyclobutylmethylamino)-1-piperidyl]pyridazin-3-yl]methyl]triazol-4-yl]-2H-isoquinolin-1-one